5-[2-(4,4,5,5-tetramethyl-1,3,2-dioxaborol-2-yl)phenyl]pent-4-yn-1-ol CC1(OB(OC1(C)C)C1=C(C=CC=C1)C#CCCCO)C